ClCC(=O)C1=CN(C2=C1C(=NC=C2)OC)COCC[Si](C)(C)C 2-chloro-1-(4-methoxy-1-((2-(trimethylsilyl)ethoxy)methyl)-1H-pyrrolo[3,2-c]pyridin-3-yl)ethan-1-one